4-(4'-(piperidin-1-ylsulfonyl)-[1,1'-biphenyl]-4-yl)-1H-1,2,3-triazole-5-carboxylic acid N1(CCCCC1)S(=O)(=O)C1=CC=C(C=C1)C1=CC=C(C=C1)C=1N=NNC1C(=O)O